C(C)(C)(C)C=CC(C(=O)N)=C tert-butylvinylacrylamide